NC1=NN2C(N=CC(=C2)F)=C1C(=O)NC=1C=NC=C(C1N1CCCCC1)F 1-(3-(2-amino-6-fluoropyrazolo[1,5-a]pyrimidine-3-carboxamido)-5-fluoropyridin-4-yl)piperidine